3,6-Dimethyl-2-(2-methylindazol-5-yl)-8-[(1R)-1-[[6-methyl-2-(2H-tetrazol-5-yl)-3-pyridyl]amino]ethyl]chromen-4-one CC1=C(OC2=C(C=C(C=C2C1=O)C)[C@@H](C)NC=1C(=NC(=CC1)C)C=1N=NNN1)C1=CC2=CN(N=C2C=C1)C